(R)-N'-((6-(2-chloroethyl)-2,3-dihydro-1H-inden-4-yl)carbamoyl)-2-(2-hydroxypropan-2-yl)thiazole-5-sulfonimidamide ClCCC1=CC(=C2CCCC2=C1)NC(=O)N=[S@](=O)(N)C1=CN=C(S1)C(C)(C)O